C(C1=CC=CC=C1)(=O)OS(=O)(=O)C=1C(=NC=CC1C)C methyl-[(2-methyl-3-pyridinyl) sulfonyl] benzoate